(E)-1-(3-(4-(4-(7-((3,5-dimethoxyphenyl)amino)-quinoxalin-2-yl)-3-methyl-1H-pyrazol-1-yl)-piperidine-1-carbonyl)-3-fluoroazetidin-1-yl)-4-(dimethylamino)but-2-en-1-one COC=1C=C(C=C(C1)OC)NC1=CC=C2N=CC(=NC2=C1)C=1C(=NN(C1)C1CCN(CC1)C(=O)C1(CN(C1)C(\C=C\CN(C)C)=O)F)C